C1=CC=C(C=C1)COC(=O)CC[C@@H](C(=O)O)N L-glutamic acid γ-benzyl ester